((4-methoxy-3,5-dimethylpyridin-2-yl)methyl)(5-methyl-4'-(methylthio)-[1,1'-biphenyl]-3-yl)carbamic acid tert-butyl ester C(C)(C)(C)OC(N(C=1C=C(C=C(C1)C)C1=CC=C(C=C1)SC)CC1=NC=C(C(=C1C)OC)C)=O